1-(3-amino-4-methylphenyl)pyrrolidin-2-one NC=1C=C(C=CC1C)N1C(CCC1)=O